1-(1-(4-Bromo-3-chlorophenyl)-2,5-dimethyl-1H-pyrrol-3-yl)-2-(pyrrolidin-1-yl)ethanone BrC1=C(C=C(C=C1)N1C(=C(C=C1C)C(CN1CCCC1)=O)C)Cl